4-AMINO-2,6-DIMETHYL-5-PYRIMIDINECARBOXALDEHYDE NC1=NC(=NC(=C1C=O)C)C